N1[C@@H](CCC1)C(=O)N[C@@H](CCCCN)C(=O)O prolyl-L-Lysine